N-(4-((10-fluoro-5-methyl-5,6-dihydrophenanthridin-4-yl)amino)-5-(propanoyl-3,3,3-d3)pyridin-2-yl)cyclopropanecarboxamide FC=1C=CC=C2CN(C=3C(=CC=CC3C12)NC1=CC(=NC=C1C(CC([2H])([2H])[2H])=O)NC(=O)C1CC1)C